methyl 3-(9-((4-(aminomethyl)phenyl)carbamoyl)-4,5-dihydrobenzo[b]thieno[2,3-d]oxepin-8-yl)-6-((2-hydroxy-2-methylpropyl)carbamoyl)picolinate NCC1=CC=C(C=C1)NC(=O)C1=CC2=C(OCCC3=C2SC=C3)C=C1C=1C(=NC(=CC1)C(NCC(C)(C)O)=O)C(=O)OC